BrC=1C=CC(=C(OC2CN(C2)C(=O)OC(C)(C)C)C1)C(=O)OC tert-butyl 3-(5-bromo-2-methoxycarbonyl-phenoxy)azetidine-1-carboxylate